1-METHOXYNAPHTHALENE-7-BORONIC ACID COC1=CC=CC2=CC=C(C=C12)B(O)O